NC1=C(C(=NN1)CCCN(C=1C2=C(N=C(N1)C1=NC=CC=C1)SC=C2C2=CC=CC=C2)C)C#N 5-amino-3-(3-{methyl[5-phenyl-2-(pyridin-2-yl)thieno[2,3-d]pyrimidin-4-yl]amino}propyl)-1H-pyrazole-4-carbonitrile